N-(3,5-dichloro-4-(2,6-dioxopiperidin-3-yl)benzyl)-1-(5-methyl-1,3,4-oxadiazol-2-yl)-cyclobutane-1-carboxamide ClC=1C=C(CNC(=O)C2(CCC2)C=2OC(=NN2)C)C=C(C1C1C(NC(CC1)=O)=O)Cl